(R)-6-isopropoxy-N-(phenyl(piperidin-4-yl)methyl)pyridine-3-sulfonamide C(C)(C)OC1=CC=C(C=N1)S(=O)(=O)N[C@H](C1CCNCC1)C1=CC=CC=C1